2-allyl-3-hydroxyazetidine-1-carboxylate C(C=C)C1N(CC1O)C(=O)[O-]